3-(1-(4-(trifluoromethyl)phenyl)-1H-pyrazol-4-yl)aniline FC(C1=CC=C(C=C1)N1N=CC(=C1)C=1C=C(N)C=CC1)(F)F